C(C1=CC=CC=C1)OC(=O)C1NCC=2NC3=CC=CC=C3C2C1 2,3,4,9-tetrahydro-beta-carboline-3-carboxylic acid benzyl ester